CC1(OB(OC1(C)C)C=1CCN(CC1)[C@@H]1CN(CCC1)C(=O)OC(C)(C)C)C tert-butyl (3S)-3-[4-(4,4,5,5-tetramethyl-1,3,2-dioxaborolan-2-yl)-3,6-dihydro-2H-pyridin-1-yl]piperidine-1-carboxylate